(S)-5-cyclopropyl-N-(3-(1-((2-ethyl-2H-pyrazolo[3,4-b]pyrazin-6-yl)amino)ethyl)phenyl)thiophene-2-carboxamide C1(CC1)C1=CC=C(S1)C(=O)NC1=CC(=CC=C1)[C@H](C)NC=1C=NC=2C(N1)=NN(C2)CC